FC(OC=1C=2N(C=C(C1)C(F)(F)F)C[C@]1(N2)CCOC2=C(C(=CC=C21)SC)F)F (S)-8'-(difluoromethoxy)-8-fluoro-7-(methylthio)-6'-(trifluoromethyl)-3'H-spiro[chromane-4,2'-imidazo[1,2-a]pyridine]